1,2'-dinitrobiphenyl [N+](=O)([O-])C1(CC=CC=C1)C1=C(C=CC=C1)[N+](=O)[O-]